2-(Dimethylamino)ethylamine CN(CCN)C